2-chloro-4-(2-((tetrahydro-2H-pyran-2-yl)oxy)ethoxy)pyridine ClC1=NC=CC(=C1)OCCOC1OCCCC1